tert-butyl (1R,5S,7r)-7-((6-Chloro-4-(2-(cyclopropanecarboxamido)pyrazolo[1,5-a]pyridin-5-yl)pyridin-3-yl)oxy)-3-oxa-9-azabicyclo[3.3.1]nonane-9-carboxylate ClC1=CC(=C(C=N1)OC1C[C@H]2COC[C@@H](C1)N2C(=O)OC(C)(C)C)C2=CC=1N(C=C2)N=C(C1)NC(=O)C1CC1